6-(hydroxymethyl)tetrahydropyran OCC1CCCCO1